5-ethoxy-6-((6-methylpyridin-3-yl)methoxy)pyridin C(C)OC=1C=CC=NC1OCC=1C=NC(=CC1)C